C(C)OC(C(CC1=CC=CC=C1)OC(NC1=C2CCCC2=CC=2CCCC12)=O)=O (((1,2,3,5,6,7-hexahydro-s-indacen-4-yl)carbamoyl)oxy)-3-phenylpropionic acid ethyl ester